(S)-(4-cyclopropyl-3-fluorophenyl)(phenyl)methanaminium chloride [Cl-].C1(CC1)C1=C(C=C(C=C1)[C@@H]([NH3+])C1=CC=CC=C1)F